N-(3-carbamoyltetrahydrofuran-3-yl)-5-((2-fluorobenzyl)oxy)-2-methylbenzofuran-3-carboxamide C(N)(=O)C1(COCC1)NC(=O)C1=C(OC2=C1C=C(C=C2)OCC2=C(C=CC=C2)F)C